C(#N)C=1C=NC(=NC1)NC1CC2(CC(C2)OC2=C(C(=O)N)C=CC=N2)C1 2-((6-((5-cyanopyrimidin-2-yl)amino)spiro[3.3]heptan-2-yl)oxy)nicotinamide